8-(2-chlorophenyl)-7-(4-chlorophenyl)-1-methyl-3H-purine-2,6-dione ClC1=C(C=CC=C1)C1=NC=2NC(N(C(C2N1C1=CC=C(C=C1)Cl)=O)C)=O